O=C1NC2C(N1)CSC2CCCCC(=O)O 5-(2-oxohexahydro-1H-thieno[3,4-d]imidazol-4-yl)pentanoic acid